CC1(COCC1)N1C=C(C(=CC1=O)OS(=O)(=O)C1=CC=C(C)C=C1)C(=O)OC Methyl 1-(3-methyltetrahydrofuran-3-yl)-6-oxo-4-(p-toluenesulfonyloxy)-1,6-dihydropyridine-3-carboxylate